tert-Butyl 4-((3-ethoxy-1-(4-(methoxycarbonyl)phenyl)-8-azabicyclo[3.2.1]octan-8-yl)methyl)-5-methoxy-7-methyl-1H-indole-1-carboxylate C(C)OC1CC2(CCC(C1)N2CC2=C1C=CN(C1=C(C=C2OC)C)C(=O)OC(C)(C)C)C2=CC=C(C=C2)C(=O)OC